C(C)(C)C=1C=NN2C1N=C(N=C2NC2CCNCC2)N2[C@@H](CCC2)COC (S)-8-isopropyl-2-(2-(methoxymethyl)pyrrolidin-1-yl)-N-(piperidin-4-yl)pyrazolo[1,5-a][1,3,5]triazine-4-amine